N1=CN=C2N=CNC2=C1N[C@@H]1[C@H]([C@@H]([C@H]([C@@H](O1)CO)NC([C@@H](C(C)C)NC(OC(C)(C)C)=O)=O)O)O tert-butyl ((R)-1-(((2R,3R,4R,5S,6S)-6-((7H-purin-6-yl)amino)-4,5-dihydroxy-2-(hydroxymethyl)tetrahydro-2H-pyran-3-yl)amino)-3-methyl-1-oxobutan-2-yl)carbamate